[N+](=O)([O-])C=1C=C(C=CC1)S(=O)(=O)N1CCOCC1 4-((3-nitrophenyl)sulfonyl)morpholine